The molecule is an organophosphate oxoanion obtained by deprotonation of the phosphate OH groups of Mo(=O)(=S)-molybdopterin cofactor; major species at pH 7.3. It is a conjugate base of a Mo(=O)(=S)-molybdopterin cofactor. C([C@@H]1C(=C([C@H]2[C@@H](O1)NC3=C(N2)C(=O)NC(=N3)N)[S-])[S-])OP(=O)([O-])[O-].O=[Mo+2]=S